rac-tert-Butyl (2-((1S,6S)-6-((tert-butoxycarbonyl)amino)cyclohex-3-en-1-yl)-5-chloro-3-(propa-1,2-dien-1-yl)thieno[3,2-b]pyridin-7-yl)(thiophen-2-ylmethyl)carbamate C(C)(C)(C)OC(=O)N[C@H]1CC=CC[C@@H]1C1=C(C2=NC(=CC(=C2S1)N(C(OC(C)(C)C)=O)CC=1SC=CC1)Cl)C=C=C |r|